N-(3-methylpyridin-2-yl)-3-(5-(methylthio)pyridin-2-yl)-1,2,4-thiadiazol-5-amine CC=1C(=NC=CC1)NC1=NC(=NS1)C1=NC=C(C=C1)SC